C(C(C)C)NNC(=O)OCC1=CC=CC=C1 Benzyl 2-isobutylhydrazine-1-carboxylate